N1=CN=CC(=C1)C#CC1=CC=C(C=C1)C1=CC(=NO1)CN1C(=NC=C1)[C@H](C)O (S)-1-(1-((5-(4-(pyrimidin-5-yl-ethynyl)phenyl)isoxazol-3-yl)methyl)-1H-imidazol-2-yl)ethan-1-ol